COCCN1CCN(CC1)C1=CC(=NC=C1)NC=1SC2=C(N1)C=CC(=C2)C#N 2-((4-(4-(2-methoxyethyl)piperazin-1-yl)pyridin-2-yl)amino)benzo[d]thiazole-6-carbonitrile